COC=C1C(C(C(C1)(C)C)C)C 4-(methoxymethylene)-1,1,2,3-tetramethyl-cyclopentane